4-amino-3-(m-tolylamino)benzonitrile NC1=C(C=C(C#N)C=C1)NC=1C=C(C=CC1)C